6-chloro-4-(6,6-difluoro-1,4-diazepan-1-yl)-7-(1,6-dimethyl-1H-indazol-7-yl)-8-fluoro-2-(((2R,7aS)-2-fluorotetrahydro-1H-pyrrolizin-7a(5H)-yl)meth-oxy)quinazoline ClC=1C=C2C(=NC(=NC2=C(C1C=1C(=CC=C2C=NN(C12)C)C)F)OC[C@]12CCCN2C[C@@H](C1)F)N1CCNCC(C1)(F)F